2-[1-benzyloxy-1-(trifluoromethyl)but-3-enyl]-5-[6-pent-4-enoxy-5-(trifluoromethyl)-2-pyridinyl]-1,3,4-oxadiazole C(C1=CC=CC=C1)OC(CC=C)(C(F)(F)F)C=1OC(=NN1)C1=NC(=C(C=C1)C(F)(F)F)OCCCC=C